1-(tetrahydro-pyran-4-yl)-1H-pyrazole-4-boronic acid pinacol ester O1CCC(CC1)N1N=CC(=C1)B1OC(C)(C)C(C)(C)O1